4-Hydroxy-3-(1,2,3,4-tetrahydro-3-(4-(4-trifluoromethylbenzyloxy)phenyl)-1-naphthyl)-cumarin OC1=C(C(OC2=CC=CC=C12)=O)C1CC(CC2=CC=CC=C12)C1=CC=C(C=C1)OCC1=CC=C(C=C1)C(F)(F)F